methyl 1-cyclopropyl-5-(((trifluoromethyl)sulfonyl)oxy)-1H-pyrazole-3-carboxylate C1(CC1)N1N=C(C=C1OS(=O)(=O)C(F)(F)F)C(=O)OC